3,4,5-trihydroxybenzylethanol OC=1C=C(CC(C)O)C=C(C1O)O